(R)-3-(2,6-difluoro-4-(2-hydroxy-7-azaspiro[3.5]nonan-7-yl)phenyl)piperidine-2,6-dione FC1=C(C(=CC(=C1)N1CCC2(CC(C2)O)CC1)F)[C@@H]1C(NC(CC1)=O)=O